(S)-tert-butyl(1-(2-(3-amino-3-oxopropyl)hydrazinyl)-4-methyl-1-oxopentan-2-yl)carbamate C(C)(C)(C)OC(N[C@H](C(=O)NNCCC(=O)N)CC(C)C)=O